N-(2-(4-(dimethylamino)piperidin-1-yl)-5-(5-fluoro-4-(1-methyl-1H-pyrazol-4-yl)pyrimidine-2-ylamino)-4-methoxyphenyl)acrylamide maleate C(\C=C/C(=O)O)(=O)O.CN(C1CCN(CC1)C1=C(C=C(C(=C1)OC)NC1=NC=C(C(=N1)C=1C=NN(C1)C)F)NC(C=C)=O)C